C12CC(CC2C1)NS(=O)(=O)C1=CC(=CC=C1)C(=O)N1CC2(C3=CC(=CC=C13)Br)CCC1(CC2)CC1 N-(bicyclo[3.1.0]hexan-3-yl)-3-(5''-bromodispiro[cyclopropane-1,1'-cyclohexane-4',3''-indoline]-1''-carbonyl)benzenesulfonamide